ClC1=C(C=CC(=C1)Cl)NC1=NC(=CC(=N1)OCC1=C(C=CC=C1)\C(\C(=O)[O-])=C/OC)C(F)(F)F (E)-2-[[[2-[(2,4-dichlorophenyl)amino]-6-(trifluoromethyl)-4-pyrimidinyl]oxy]methyl]-α-(methoxy-methylene)benzeneacetate